tert-butyl 2-amino-7,8-dihydro-4H-pyrazolo[1,5-a][1,4]diazepine-5(6H)-carboxylate NC1=NN2C(CN(CCC2)C(=O)OC(C)(C)C)=C1